(R)-(3-aminopiperidin-1-yl)(2-(3-ethyl-3H-thieno[2,3-d]imidazol-2-yl)-7-methoxy-1-methyl-1H-benzo[d]imidazol-5-yl)methanone N[C@H]1CN(CCC1)C(=O)C1=CC2=C(N(C(=N2)C2=NC3=C(N2CC)SC=C3)C)C(=C1)OC